9,9',9''-(4-(3-(pyridin-4-yl)phenyl)pyridine-2,3,6-triyl)tris(3,6-diphenyl-9H-carbazole) N1=CC=C(C=C1)C=1C=C(C=CC1)C1=C(C(=NC(=C1)N1C2=CC=C(C=C2C=2C=C(C=CC12)C1=CC=CC=C1)C1=CC=CC=C1)N1C2=CC=C(C=C2C=2C=C(C=CC12)C1=CC=CC=C1)C1=CC=CC=C1)N1C2=CC=C(C=C2C=2C=C(C=CC12)C1=CC=CC=C1)C1=CC=CC=C1